FC=1C(=C(OC2=NC=C(C(=C2C=2NC=3C=CN=C(C3C(C2)=O)C(=O)N)C)C(F)(F)F)C=CC1F)C 2-[2-(3,4-difluoro-2-methyl-phenoxy)-4-methyl-5-(trifluoromethyl)-3-pyridyl]-4-oxo-1H-1,6-naphthyridine-5-carboxamide